COC(=O)C1=CC2=C(N=C(S2)Br)C(=C1)C#N 2-bromo-4-cyanobenzo[d]thiazole-6-carboxylic acid methyl ester